5-methyl-5-[2-(trimethylsilyl)ethynyl]oxolane-2-one CC1(CCC(O1)=O)C#C[Si](C)(C)C